C(C1=CC(OC)=C(O)C(OC)=C1)CC syringylethane